[P].ONC(C1=C(C(=CC=C1)N1CC(C1)OC1=CC=C(C=C1)COC=1C=NC=CC1)N1C=CC=C1)=O N-hydroxy-3-(3-(4-((pyridin-3-yloxy)methyl)phenoxy)azetidin-1-yl)-2-(1H-pyrrole-1-yl)benzamide phosphorus